FC1CCN(CC1)C1=NC(=CC(=N1)C=1C=NN(C1)C1=C(C=C(C=C1)NS(=O)(=O)CCO)N1CCC2(CC2)CC1)C N-(4-(4-(2-(4-Fluoropiperidin-1-yl)-6-methylpyrimidin-4-yl)-1H-pyrazol-1-yl)-3-(6-azaspiro[2.5]octan-6-yl)phenyl)-2-hydroxyethane-1-sulfonamide